1-(4-(4-chloro-2-oxopyridin-1(2H)-yl)phenyl)-N-methoxy-N-methyl-5-(trifluoromethyl)-1H-pyrazole-4-carboxamide ClC1=CC(N(C=C1)C1=CC=C(C=C1)N1N=CC(=C1C(F)(F)F)C(=O)N(C)OC)=O